[Si](C)(C)(C(C)(C)C)OC1(CC(C1)C(C)(C)O)C#C 2-(3-((tert-butyldimethylsilyl)oxy)-3-ethynylcyclobutyl)propan-2-ol